C(C)[C@]1(C(OCC=2C(N3CC=4N(C5=CC=NC=C5C(C4C3=CC21)=O)C)=O)=O)O (S)-12-ethyl-12-hydroxy-5-methyl-9,12-dihydro-8H-pyrano[3',4':6,7]indolizino[2,1-b][1,6]naphthyridine-8,11,14(5H,6H)-trione